N,N-dimethyl-sulfuric diamide CN(S(N)(=O)=O)C